(Methyl 2-(2-(4-heptyloxy)phenoxy)acetyl) thiazole-4-carboxylate S1C=NC(=C1)C(=O)OC(C(OC1=C(C=CC=C1)OC(CCC)CCC)C)=O